1-n-tetradecyl-1,1,3,3,3-pentamethoxy-1,3-disilapropane C(CCCCCCCCCCCCC)[Si](C[Si](OC)(OC)OC)(OC)OC